CC1CCCCO1 6-methyl-tetrahydropyran